(2S,3R)-2-(4-chloro-2-cyano-N-methylbenzenesulfonamido)-3-(6-fluoro-2,3-dimethylphenyl)butyric acid ClC1=CC(=C(C=C1)S(=O)(=O)N(C)[C@H](C(=O)O)[C@H](C)C1=C(C(=CC=C1F)C)C)C#N